C(C)(C)(C)OC(=O)N1[C@@H](CCCC1)COC(=O)N1C=NC=C1.C(C)(C)(CC)O[SiH](NC(C)CC)OC(C)(C)CC Di-tert-pentoxy(sec-butylamino)silane tert-Butyl-(S)-2-(((1H-imidazole-1-carbonyl)oxy)methyl)piperidine-1-carboxylate